N,N,3,4-tetramethylpyrimido[4',5':4,5]Thieno[2,3-c]Pyridazin-8-amine CN(C1=NC=NC2=C1SC=1N=NC(=C(C12)C)C)C